C[C@@H]1N(CC1)C=1N=C(C2=C(N1)C=CS2)N2C(C1C(C1C2)CC(=O)O)=O 2-[3-{2-[(2S)-2-Methyl-azetidin-1-yl]-thieno[3,2-d]pyrimidin-4-yl}-2-oxo-3-Azabicyclo[3.1.0]hexane-6-yl]acetic acid